N-ethyl-N,N-dimethyl-amine C(C)N(C)C